dodecahydro-1H-phenalene C1CCC2CCCC3CCCC1C23